(S)-N-(7-(6-(1,4-dihydroxybutyl)-4-methylpyridin-3-yl)-2,6-naphthyridin-3-yl)cyclopropanecarboxamide O[C@@H](CCCO)C1=CC(=C(C=N1)C1=NC=C2C=C(N=CC2=C1)NC(=O)C1CC1)C